1-((3S,4R)-4-(3,4-difluorophenyl)-1-(1-hydroxy-3-methoxypropan-2-yl)pyrrolidin-3-yl)-3-(3-ethoxy-4-methyl-1-phenyl-1H-pyrazol-5-yl)urea FC=1C=C(C=CC1F)[C@H]1[C@@H](CN(C1)C(CO)COC)NC(=O)NC1=C(C(=NN1C1=CC=CC=C1)OCC)C